2-amino-3-(4-bromophenyl)-N-methylpropanamide NC(C(=O)NC)CC1=CC=C(C=C1)Br